C(CCCCCCCCCCCCCCC)(=O)OCCCCCCCCCCCCCCCCCCCCCCCCCCCCCC melissyl palmitate